7-nitro-4-bromo-2,3-dihydro-1H-indene [N+](=O)([O-])C=1C=CC(=C2CCCC12)Br